1-(5-[(5-chlorothiophen-2-yl)methyl]amino-3-[1-(2-cyclopropoxyethyl)piperidin-4-yl]-1H-pyrazol-1-yl)-2,2-dimethylpropan-1-one ClC1=CC=C(S1)CNC1=CC(=NN1C(C(C)(C)C)=O)C1CCN(CC1)CCOC1CC1